tert-butyl ((S)-2-(4-(((3R,4R)-1-(2-cyanoacetyl)-4-methylpiperidin-3-yl)(methyl)amino)-7H-pyrrolo[2,3-d]pyrimidin-7-yl)-2-oxo-1-phenylethyl)carbamate C(#N)CC(=O)N1C[C@@H]([C@@H](CC1)C)N(C=1C2=C(N=CN1)N(C=C2)C([C@H](C2=CC=CC=C2)NC(OC(C)(C)C)=O)=O)C